tert-butyl (1S,4S)-5-[(2S,6R)-4-benzyl-6-methyl-4,7,10-triazatricyclo[7.4.0.02,7]trideca-1(9),10,12-trien-11-yl]-2,5-diazabicyclo[2.2.1]heptane-2-carboxylate C(C1=CC=CC=C1)N1C[C@@H]2C=3C=CC(=NC3CN2[C@@H](C1)C)N1[C@@H]2CN([C@H](C1)C2)C(=O)OC(C)(C)C